methyl 3-(4,4,5,5-tetramethyl-1,3,2-dioxaborolan-2-yl)benzylcarbamate CC1(OB(OC1(C)C)C=1C=C(CNC(OC)=O)C=CC1)C